O=C1N(N=C(C=C1C(=O)N)C1=CC=CC=C1)C1=CC=CC=C1 3-keto-2,6-diphenyl-2,3-dihydropyridazine-4-carboxamide